5-Chloro-2-methoxy-N-[6-(1-methyl-piperidine-4-carbonyl)-pyridin-2-yl]-benzamide ClC=1C=CC(=C(C(=O)NC2=NC(=CC=C2)C(=O)C2CCN(CC2)C)C1)OC